FC(C1=NN=C(O1)C=1C=CC(=NC1)CN1C(C2=CC(=CC=C2C(C1=O)(C)C)C1=COC=C1)=O)F 2-((5-(5-(difluoromethyl)-1,3,4-oxadiazole-2-yl)pyridine-2-yl)methyl)-7-(furan-3-yl)-4,4-dimethylisoquinoline-1,3(2H,4H)-dione